Methyl 6-(1-(2-(trifluoromethyl)pyridin-4-yl)cyclopropyl)-quinoline-4-carboxylate FC(C1=NC=CC(=C1)C1(CC1)C=1C=C2C(=CC=NC2=CC1)C(=O)OC)(F)F